2,4,6-tri(amino-caproyl)-1,3,5-triazine NCCCCCC(=O)C1=NC(=NC(=N1)C(CCCCCN)=O)C(CCCCCN)=O